BrC1=C(C=CC(=C1)N)N1C=C(C(C=C1)=O)C 1-(2-bromo-4-aminophenyl)-3-methylpyridin-4(1H)-one